ClC1=NC=2N(C(=C1)NCC1=CC=C(C=C1)C1=NC=CC=C1C(F)(F)F)N=CC2C2CC2 5-chloro-3-cyclopropyl-N-(4-(3-(trifluoromethyl)pyridin-2-yl)benzyl)pyrazolo[1,5-a]pyrimidin-7-amine